FC1=C(CN2N=C3C(N=NN(C3=O)[C@@H]3[C@H](C3)F)=C2)C(=CC=C1)F 6-(2,6-difluorobenzyl)-3-((1S,2S)-2-fluorocyclopropyl)-3,6-dihydro-4H-pyrazolo[4,3-d][1,2,3]triazin-4-one